N-(1R,4R)-[4-[[2-[2-(methylamino)-6-(2,2,2-trifluoroethyl)pyrido[2,3-d]pyrimidin-4-yl]-2,7-diazaspiro[3.5]nonan-7-yl]methyl]cyclohexyl]ethanesulfonamide CNC=1N=C(C2=C(N1)N=CC(=C2)CC(F)(F)F)N2CC1(C2)CCN(CC1)CC1CCC(CC1)NS(=O)(=O)CC